N-(3-(6-(((1S,4S)-2,5-Diazabicyclo[2.2.1]heptan-2-yl)methyl)benzo[b]thiophene-2-carboxamido)-4-fluorophenyl)-2,3-dihydrobenzo[b][1,4]dioxine-6-carboxamide [C@@H]12N(C[C@@H](NC1)C2)CC=2C=CC1=C(SC(=C1)C(=O)NC=1C=C(C=CC1F)NC(=O)C1=CC3=C(OCCO3)C=C1)C2